CN(S(=O)(=O)C=1C=C(C=CC1)NC(C1=CC(=CC=C1)S(=O)(=O)N1CCC2=CC=CC=C12)=O)C N-(3-(N,N-dimethylsulfamoyl)phenyl)-3-(indolin-1-ylsulfonyl)benzamide